1-(DIFLUOROMETHYL)NAPHTHALENE-2-BORONIC ACID FC(C1=C(C=CC2=CC=CC=C12)B(O)O)F